FC1(CC(C1)N(C(=O)OCC1=C(N=NN1C)C1CCC(C(N1)CC)N1CC(CC(C1)(F)F)CC(=O)O)C)F 2-(1-(6-(5-((((3,3-difluorocyclobutyl)(methyl)carbamoyl)oxy)methyl)-1-methyl-1H-1,2,3-triazol-4-yl)-2-ethylpiperidin-3-yl)-5,5-difluoropiperidin-3-yl)acetic acid